1-propyl-3-methylimidazolium bromide salt [Br-].C(CC)N1C=[N+](C=C1)C